C(C)C(CNC(=O)C12CC3(CC(CC(C1)C3)C2)C2=CC=C(C=C2)Cl)S 3-(4-Chloro-phenyl)-adamantane-1-carboxylic acid (2-ethyl-sulfanyl-ethyl)-amide